N-[2,4-difluoro-3-[1-(1-[[2-(trimethylsilyl)ethoxy]methyl]imidazol-2-yl)imidazo[1,5-a]pyridin-6-yl]phenyl]-5-fluoro-2-methylpyridine-3-sulfonamide FC1=C(C=CC(=C1C=1C=CC=2N(C1)C=NC2C=2N(C=CN2)COCC[Si](C)(C)C)F)NS(=O)(=O)C=2C(=NC=C(C2)F)C